F[C@H]1[C@]2(C=C[C@@](C[C@@H]1OC1=CC=C(N=N1)C1=C(C=C(C=C1)N1N=NC=C1)O)(N2C)C)C 2-(6-(((1R,2S,3S,5R)-2-fluoro-1,5,8-trimethyl-8-azabicyclo[3.2.1]oct-6-en-3-yl)oxy)pyridazin-3-yl)-5-(1H-1,2,3-triazol-1-yl)phenol